C(#N)C=1C=C(C(=NC1)C=1C=C(SC1C)C(=O)OC)OCOC methyl 4-[5-cyano-3-(methoxymethoxy)pyridin-2-yl]-5-methylthiophene-2-carboxylate